FC=1C=C(C=CC1)C=1NC2=CC=CC=C2C1 2-(3-fluorophenyl)-1H-indole